N-[3-methyl-4-(1-methylbenzotriazol-5-yl)oxy-phenyl]-6-piperazin-1-yl-pyrimido[5,4-d]pyrimidin-4-amine hydrochloride Cl.CC=1C=C(C=CC1OC1=CC2=C(N(N=N2)C)C=C1)NC=1C2=C(N=CN1)C=NC(=N2)N2CCNCC2